NC1=NC(=C2N=CN(C2=N1)[C@H]1C[C@@H]([C@](O1)(CO)C#C)O)NC1CC1 (2R,3S,5R)-5-(2-amino-6-(cyclopropylamino)-9H-purin-9-yl)-2-ethynyl-2-(hydroxymethyl)tetrahydrofuran-3-ol